COC1=CC=C(C=C1)C=1CCC(N1)C(=O)OC methyl 5-(4-methoxyphenyl)-3,4-dihydro-2H-pyrrole-2-carboxylate